1-(5-((4-(Benzyl(methyl)amino)piperidin-1-yl)sulfonyl)pyridin-2-yl)pyrrolidin-2-one C(C1=CC=CC=C1)N(C1CCN(CC1)S(=O)(=O)C=1C=CC(=NC1)N1C(CCC1)=O)C